4-Chloro-1-(4-(4-methoxyphenethoxy)phenethyl)-6-(trifluoromethyl)-1H-benzo[d]imidazole ClC1=CC(=CC=2N(C=NC21)CCC2=CC=C(C=C2)OCCC2=CC=C(C=C2)OC)C(F)(F)F